C(CCC)OC(\C(\C)=C\C(=O)OCCCC)=O mesaconic acid dibutyl ester